(2S,2'S)-3,3'-(((((R)-5-((S)-2-carboxy-2-((R)-pyrrolidin-3-yl)ethyl)-2,3-dihydrobenzofuran-3-yl)azepinediyl)bis(methylene))bis(3,1-phenylene))bis(2-((R)-pyrrolidin-3-yl)propanoic acid) C(=O)(O)[C@@H](CC=1C=CC2=C([C@H](CO2)C=2C(=C(NC=CC2)CC=2C=C(C=CC2)C[C@H](C(=O)O)[C@@H]2CNCC2)CC=2C=C(C=CC2)C[C@H](C(=O)O)[C@@H]2CNCC2)C1)[C@@H]1CNCC1